(S)-2-amino-4-[(E)-3-(3-chloro-2-fluorophenyl)-acryloylamino]-butyric acid N[C@H](C(=O)O)CCNC(\C=C\C1=C(C(=CC=C1)Cl)F)=O